1H,5H,11H,15H-Xantheno[2,3,4-ij:5,6,7-ij']diquinolizin-18-ium C1C=2C3=C(C=CCN3C=C1)C=C1C=C3C=C4CC=CN5CC=CC(=C45)C3=[O+]C12